6-(4-(trifluoromethyl)cyclohexyl)benzoate FC(C1CCC(CC1)C1=CC=CC=C1C(=O)[O-])(F)F